alpha-naphthylisocyanate C1(=CC=CC2=CC=CC=C12)N=C=O